N=1N(N=C2C1C=CC=C2)C2=C(C=C(C(=C2)Cl)O)O 4-(2H-benzotriazol-2-yl)-6-chloro-1,3-benzenediol